CCC tricarban